7-(3-chloro-4-fluorophenyl)-8-iodo-6-(trifluoromethyl)quinazoline-2,4(1H,3H)-dione ClC=1C=C(C=CC1F)C1=C(C=C2C(NC(NC2=C1I)=O)=O)C(F)(F)F